Methyl 2-((1RS,4RS,5SR)-5-((5-cyclopropyl-3-(2,6-dichlorophenyl)isoxazol-4-yl) methoxy)-2-azabicyclo[2.2.1]heptan-2-yl)benzo[d]thiazole-6-carboxylate C1(CC1)C1=C(C(=NO1)C1=C(C=CC=C1Cl)Cl)CO[C@@H]1[C@H]2CN([C@@H](C1)C2)C=2SC1=C(N2)C=CC(=C1)C(=O)OC |r|